4-amino-N-((3S)-6-(difluoromethoxy)-2,3-dihydro-1-benzofuran-3-yl)-7-fluoro-N-methyl-1,3-dihydrofuro[3,4-c]quinoline-8-carboxamide NC1=NC=2C=C(C(=CC2C2=C1COC2)C(=O)N(C)[C@@H]2COC1=C2C=CC(=C1)OC(F)F)F